4-(3-methoxy-4-((4-((2-methoxyethyl)amino)-5-(trifluoromethyl)-7H-pyrrolo[2,3-d]pyrimidin-2-yl)amino)phenyl)-1-(tetrahydro-2H-pyran-4-yl)-1,4-azaphosphinane 4-oxide COC=1C=C(C=CC1NC=1N=C(C2=C(N1)NC=C2C(F)(F)F)NCCOC)P2(CCN(CC2)C2CCOCC2)=O